4-(2-(((R)-(4-fluorophenyl)((R)-7-(1-methyl-1H-pyrazol-4-yl)-2,3-dihydro-1H-pyrido[2,3-b][1,4]oxazin-3-yl)methyl)amino)ethyl)benzonitrile FC1=CC=C(C=C1)[C@H]([C@H]1CNC2=C(O1)N=CC(=C2)C=2C=NN(C2)C)NCCC2=CC=C(C#N)C=C2